CN(C)C1CCN(CC1)C2=CC=C(C=C2)N 1-(4-aminophenyl)-N,N-dimethylpiperidin-4-amine